BrCC1=C(C=C(C=C1)[N+](=O)[O-])F 1-(bromomethyl)-2-fluoro-4-nitrobenzene